C1OCC12CN(C2)CC2=C(C=C(C(=O)NC1=CC(=CC=C1)[C@H](C)NC=1C=NC=3C(N1)=NN(C3)CC)C=C2)C (S)-4-((2-oxa-6-azaspiro[3.3]heptan-6-yl)methyl)-N-(3-(1-((2-ethyl-2H-pyrazolo[3,4-b]pyrazin-6-yl)amino)ethyl)phenyl)-3-methylbenzamide